ClC1=C2N=C(C(N(C2=CC=C1)C1=CC=C(C=C1)OCCC)=O)C(=O)O 5-chloro-1-(4-propoxyphenyl)-2-oxo-1,2-dihydroquinoxaline-3-carboxylic acid